ClC1=NC=C(C=C1)CN1C(CN2C1=C(C=CC2=O)[N+](=O)[O-])C 1-((2-chloropyridin-5-yl)methyl)-2-methyl-8-nitro-2,3-dihydro-imidazo[1,2-a]pyridin-5(1H)-one